C1(CCCCC1)P(C1=C(C=CC=C1)C1=C(C=CC=C1OC)OC)C1CCCCC1 dicyclohexyl-({2',6'-dimethoxy-[1,1'-biphenyl]-2-yl})phosphane